C(C)SC=1C=C(C=NC1C1=NC2=C(N1C)C=CC(=C2)SC(F)(F)F)OC(C#N)(C)C 2-[[5-ethylsulfanyl-6-[1-methyl-5-(trifluoromethylsulfanyl)benzimidazol-2-yl]-3-pyridinyl]oxy]-2-methyl-propionitrile